2'-methyl guanosine-3'-phosphorothioate P(O)(O)(=S)O[C@H]1[C@]([C@@H](O[C@@H]1CO)N1C=NC=2C(=O)NC(N)=NC12)(O)C